FC=1C=C2C(N([C@@]3(C(N(CC3)CCOC(F)(F)F)=O)C2=CC1)CC1=CC=C(C=C1)OC)=O (R)-5-fluoro-2-(4-methoxybenzyl)-1'-(2-(trifluoromethoxy)ethyl)spiro[isoindoline-1,3'-pyrrolidine]-2',3-dione